C(CC#C)N1CCC(C2(CN(C2)C(=O)OC(C)(C)C)C1)=O tert-butyl 8-but-3-ynyl-5-oxo-2,8-diazaspiro[3.5]nonane-2-carboxylate